NC=1N=CC2=CC(=C(C=C2C1)C1CCN(CC1)C(=O)OC(C)(C)C)Cl tertbutyl 4-(3-amino-7-chloroisoquinolin-6-yl)piperidine-1-carboxylate